(2R)-2-[4-[8-[4-[4-[2-(dimethylamino)ethyl]piperazine-1-carbonyl]-3-methyl-anilino]imidazo[1,2-a]pyrazin-3-yl]-2,3-difluoro-phenoxy]propanenitrile formate C(=O)O.CN(CCN1CCN(CC1)C(=O)C1=C(C=C(NC=2C=3N(C=CN2)C(=CN3)C3=C(C(=C(O[C@@H](C#N)C)C=C3)F)F)C=C1)C)C